ClC=1C=C(N)C=C(C1C(C)C)B1CCOO1 3-chloro-4-isopropyl-5-(4,3,2-dioxaborolan-2-yl)aniline